C(C)C1C=2N(CS1)N=CC2 4-ethyl-4H,6H-pyrazolo[1,5-c]thiazole